C(CC=CCCCC(=O)O)(=O)O 3-octenedioic acid